BrC1=CC=C2CN(C(C2=C1)=O)[C@@H](C(=O)O)C (R)-2-(6-bromo-1-oxoisoindolin-2-yl)propionic acid